4-(7-(1H-pyrazol-5-yl)-4-(o-tolyl)imidazo[1,5-b]pyridazin-2-yl)-3-methylmorpholine N1N=CC=C1C1=NC=C2N1N=C(C=C2C2=C(C=CC=C2)C)N2C(COCC2)C